ClC1=C(C=CC(=C1)F)NC1=NC=C(C(=N1)N1C=NC(=C1)C(=O)NC(CO)C1=CC(=CC=C1)Cl)C 1-(2-((2-chloro-4-fluorophenyl)amino)-5-methylpyrimidin-4-yl)-N-(1-(3-chlorophenyl)-2-hydroxyethyl)-1H-imidazole-4-amide